1,3-diamino-2-methyl-1-propene NC=C(CN)C